OC1(CC1)CC1=CC(=C2C=3[C@@]45[C@H]([C@H](CC[C@]4([C@@H](CC13)NCC5)O)N(C(=O)[C@@H]5[C@H](C5)C5=CSC=C5)C)O2)O 1-hydroxylcyclopropylmethyl-4,5α-epoxy-3,14β-dihydroxy-6α-((1S,2S)-N-methyl-2-(3-thienyl)-cyclopropanecarboxamido)morphinan